ClC1=NC=C(C(=C1)C1=C(C=NC(=C1)C)C(=O)NC=1SC2=C(N1)CN(C2)C(=O)C=2N=NC=C(C2)OC)OC 2'-chloro-5'-methoxy-N-(5-(5-methoxy-pyridazine-3-carbonyl)-5,6-dihydro-4H-pyrrolo[3,4-d]thiazol-2-yl)-6-methyl-[4,4'-bipyridine]-3-carboxamide